3-bromo-2-hydroxy-5,6-dimethylbenzoate BrC=1C(=C(C(=O)[O-])C(=C(C1)C)C)O